NC=1C(=CC(=C(C(=O)O)C1)O)O 5-amino-2,4-dihydroxybenzoic acid